N-(5-chloro-6-(2H-1,2,3-triazol-2-yl)pyridin-3-yl)-1-(7-(1-hydroxyethyl)thieno[2,3-c]pyridin-4-yl)-5-(trifluoromethyl)-1H-pyrazole-4-carboxamide ClC=1C=C(C=NC1N1N=CC=N1)NC(=O)C=1C=NN(C1C(F)(F)F)C1=C2C(=C(N=C1)C(C)O)SC=C2